C(#N)C1=NC2=CC(=CC(=C2N=C1N1CC(C(CC1)C)(F)F)[C@@H](C)NC1=C(C(=O)O)C=CC=C1)C (((1R)-1-(2-cyano-3-(3,3-difluoro-4-methylpiperidin-1-yl)-7-methylquinoxalin-5-yl)ethyl)amino)benzoic acid